CC1=C(C=C(C=C1)C1=CC(=C(C=C1)C)N)N 4,4'-dimethyl-3,3'-diaminobiphenyl